Cl.C(=O)(OCC1C2=CC=CC=C2C2=CC=CC=C12)NCCCCCN Fmoc-pentylenediamine hydrochloride